ClC=1C=CC2=C3C(CN(C=C2)S(=O)(=O)C2=CC=C(C=C2)[N+](=O)[O-])COCC13 10-Chloro-5-((4-nitrophenyl)sulfonyl)-3,3a,4,5-tetrahydro-1H-isochromeno[4,5-cd]azepine